N1=NNC(N=C1)=O 1,2,3,5-tetrazin-4(3H)-one